2-chloro-6-hydroxyphenyl-boronic acid ClC1=C(C(=CC=C1)O)B(O)O